N-(2-hydroxyphenyl)-2-phenazineamine OC1=C(C=CC=C1)NC1=CC2=NC3=CC=CC=C3N=C2C=C1